4-benzyl-3-(difluoromethyl)-5-fluoro-3,4-dihydroquinoxalinone C(C1=CC=CC=C1)N1C(C(NC2=CC=CC(=C12)F)=O)C(F)F